[Pd].ClC1=CC=C(C=C1)N1C(=NN=C1CN1N=CC=N1)C1CCC(CC1)OC1=NC=CC=C1 4-[4-(4-chlorophenyl)-5-(triazol-2-ylmethyl)-1,2,4-triazol-3-yl]cyclohexyl-oxypyridine palladium